O(CCCCCCOC1=CC=C(N)C=C1)C1=CC=C(N)C=C1 4,4'-(hexamethylenedioxy)dianiline